Methyl isobutyl ketone 3-n-Butyl-acetate CCC(C)OC(C)=O.C(C(C)C)C(=O)C